(1,2-diaza-propane-2-yl)benzene NN(C)C1=CC=CC=C1